[Si](C)(C)(C(C)(C)C)OC1=C(C=C(C=C1C)C(CC)=O)Cl 1-[4-(tert-butyldimethylsilyloxy)-3-chloro-5-methylphenyl]propan-1-one